4-[1-(difluoromethyl)cyclopropyl]-N-{[3-(methylsulfanyl)-1,2,4-triazin-6-yl]methyl}benzamide FC(C1(CC1)C1=CC=C(C(=O)NCC2=CN=C(N=N2)SC)C=C1)F